O1[C@H](COCC1)CO (2S)-1,4-dioxan-2-yl-methanol